4-fluoro-7-methyl-N-(4-methyl-3-(4-methylpiperazin-1-yl)phenyl)-1H-indole FC1=C2C=CN(C2=C(C=C1)C)C1=CC(=C(C=C1)C)N1CCN(CC1)C